ClC1=CC=C(C=C1)C(CSC1=C(N=C2N1C=CC=C2)C2=CC=CC=C2)N 1-(4-chlorophenyl)-2-((2-phenylimidazo[1,2-a]pyridin-3-yl)thio)ethane-1-amine